4,8-bis(hydroxymethyl)tricyclo[5.2.1.02,6]decane diacetoacetate C(CC(=O)C)(=O)O.C(CC(=O)C)(=O)O.OCC1CC2C3CC(C(C2C1)C3)CO